Cl.FC=1C=2N(C=C(C1)C=1N=C3N(C(N1)=O)C=C(C=C3)C=3CCNCC3)C=C(N2)C 2-(8-fluoro-2-methylimidazo[1,2-a]pyridin-6-yl)-7-(1,2,3,6-tetrahydropyridin-4-yl)-4H-pyrido[1,2-a][1,3,5]triazin-4-one hydrochloride